1-((3S,5R)-1-acryloyl-5-(methoxymethyl)pyrrolidin-3-yl)-3-((1-cyclopropyl-6-fluoro-1H-indazol-4-yl)ethynyl)-5-(methylamino)-1H-pyrazole-4-carboxamide C(C=C)(=O)N1C[C@H](C[C@@H]1COC)N1N=C(C(=C1NC)C(=O)N)C#CC1=C2C=NN(C2=CC(=C1)F)C1CC1